C(#N)CC=1C2=C(S(C1)=O)C(=CC=C2)NC2CCS(CC2)(=O)=O 3-(cyanomethyl)-7-((1,1-dioxidotetrahydro-2H-thiopyran-4-yl)amino)-1-oxidobenzo[b]thiophen